1-(3-(tert-butyl)-1-(4-chlorophenyl)-1H-pyrazol-5-yl)-3-(2-(methylthio)-4-((3-oxo-3,4-dihydropyrido[2,3-b]pyrazin-8-yl)oxy)phenyl)urea C(C)(C)(C)C1=NN(C(=C1)NC(=O)NC1=C(C=C(C=C1)OC1=CC=NC=2NC(C=NC21)=O)SC)C2=CC=C(C=C2)Cl